methyl 4-(dimethylamino)-2-(4-(trifluoromethyl)phenyl)quinoline-7-carboxylate CN(C1=CC(=NC2=CC(=CC=C12)C(=O)OC)C1=CC=C(C=C1)C(F)(F)F)C